F[P-](F)(F)(F)(F)F.BrC1=CC=C(C=C1)[I+]C1=CC=C(C=C1)Br di(4-bromophenyl)iodonium hexafluorophosphate